4-chlorobenzyl (4-(1-(3-(difluoromethyl)-1-methyl-1H-pyrazole-5-carboxamido)ethyl)phenyl)carbamate FC(C1=NN(C(=C1)C(=O)NC(C)C1=CC=C(C=C1)NC(OCC1=CC=C(C=C1)Cl)=O)C)F